Cl.ClC1=C(C=CC(=C1)C=1C=NNC1)C=1SC(=NN1)N1C[C@@H]2CNC[C@@H]2C1 2-(2-chloro-4-(1H-pyrazol-4-yl)phenyl)-5-((3aR,6aS)-hexahydropyrrolo[3,4-c]pyrrol-2(1H)-yl)-1,3,4-thiadiazole, Hydrochloride Salt